FC=1CN(CN(C1)C)C 5-fluoro-1,3-dimethylpyrimidine